ethyl 1-(2-hydroxyethyl)pyrazole-4-carboxylate OCCN1N=CC(=C1)C(=O)OCC